N-[5-(trimethoxysilyl)-2-aza-1-oxopentyl]caprolactam CO[Si](CCCNC(=O)N1C(CCCCC1)=O)(OC)OC